2-(4-(4-acetylpiperazin-1-yl)phenylamino)-4-(2,2,2-trifluoroethyl-amino)pyrimidine-5-carboxamide C(C)(=O)N1CCN(CC1)C1=CC=C(C=C1)NC1=NC=C(C(=N1)NCC(F)(F)F)C(=O)N